Cyclopentanecarboxylic acid [6-(1-methyl-piperidine-4-carbonyl)-pyridin-2-yl]-amide CN1CCC(CC1)C(=O)C1=CC=CC(=N1)NC(=O)C1CCCC1